The molecule is an organic sodium salt that is the sodium salt of fomesafen. A protoporphyrinogen oxidase inhibitor, it was specially developed for post-emergence control of broad-leaf weeds in soya. It has a role as an agrochemical, an EC 1.3.3.4 (protoporphyrinogen oxidase) inhibitor and a herbicide. It contains a fomesafen(1-). CS(=O)(=O)/N=C(/C1=C(C=CC(=C1)OC2=C(C=C(C=C2)C(F)(F)F)Cl)[N+](=O)[O-])\\[O-].[Na+]